1,4,4-tetraphenyl-1,3-butadiene C1=CC=C(C=C1)C(=CC=C(C2=CC=CC=C2)C3=CC=CC=C3)C4=CC=CC=C4